N1PCCCC1 azaphosphinane